[6-[[tert-butyl (diphenyl) silyl] oxymethyl]-4-chloro-1-methyl-6,7-dihydro-5H-cyclopenta[c]pyridin-5-yl] acetate C(C)(=O)OC1C(CC=2C(=NC=C(C21)Cl)C)CO[Si](C2=CC=CC=C2)(C2=CC=CC=C2)C(C)(C)C